NC[C@@H](C(=O)OCCCCCC)C n-hexyl (S)-β-aminoisobutyrate